COC=1C=CC2=C(N(N=N2)C)C1NS(=O)(=O)C=1C=NC(=CC1)N1N=CC(=C1)C(F)(F)F N-(6-METHOXY-1-METHYL-1H-BENZO[D][1,2,3]TRIAZOL-7-YL)-6-(4-(TRIFLUOROMETHYL)-1H-PYRAZOL-1-YL)PYRIDINE-3-SULFONAMIDE